N-((6-(4-fluorophenyl)-4-(5-methyl-1H-tetrazol-1-yl)pyridin-3-yl)methyl)acrylamide FC1=CC=C(C=C1)C1=CC(=C(C=N1)CNC(C=C)=O)N1N=NN=C1C